benzothiazol-2-ylpyrrolidine-1,2-dicarboxamide S1C(=NC2=C1C=CC=C2)C2(N(CCC2)C(=O)N)C(=O)N